CC(C#C)(C(C)C)O 3,4-dimethyl-1-pentyn-3-ol